OC=1C=C(C=O)C(=CC1O)C 3,4-Dihydroxy-6-methyl-benzaldehyd